BrC1=C(N(C=C1F)NC(=O)OC)C(=O)OC methyl 3-bromo-4-fluoro-1-((methoxycarbonyl)amino)-1H-pyrrole-2-carboxylate